COCCOCCOC(=O)C=1C=CC=2C(C3=CC=CC=C3SC2C1C(=O)OCCOCCOC)=O 3,4-di[2-(2-methoxyethyloxy)ethoxycarbonyl]thioxanthone